C(#N)C=1C=C(C=CC1)OB(O)O (3-Cyanophenyl)boric acid